7-[2-(4-benzo[d]isoxazol-3-yl-piperidin-1-yl)-ethyl]-3-methyl-7H-imidazo[1,5-a]pyrazin-8-one O1N=C(C2=C1C=CC=C2)C2CCN(CC2)CCN2C(C=1N(C=C2)C(=NC1)C)=O